(S)-2-((9H-purin-6-yl)amino)-4-((2-((6-methylpyridin-3-yl)oxy)ethyl)(4-(5,6,7,8-tetrahydro-1,8-naphthyridin-2-yl)butyl)amino)butanoic acid N1=CN=C2NC=NC2=C1N[C@H](C(=O)O)CCN(CCCCC1=NC=2NCCCC2C=C1)CCOC=1C=NC(=CC1)C